[Pd](Cl)Cl.CN(CCN(C)C)C (N,N'-tetramethyl-ethylenediamine) palladium dichloride